FC1=C(C=CC=C1)[C@]1([C@@H]2CCN(C[C@H]12)C1=CN=C2C(=N1)NN=C2C=2C=1N(C(=CC2)C)N=CC1)CN ((1S,6R,7R)-7-(2-fluorophenyl)-3-(3-(7-methylpyrazolo[1,5-a]pyridin-4-yl)-1H-pyrazolo[3,4-b]pyrazin-6-yl)-3-azabicyclo[4.1.0]heptan-7-yl)methanamine